methyl 2-(1-((3-amino-5-methoxyphenoxy)methyl)cyclopropyl)acetate NC=1C=C(OCC2(CC2)CC(=O)OC)C=C(C1)OC